N1(N=NC=C1)C=1C(=NC=CN1)C(C)NC1=NC=NC2=C(C=C(C=C12)C(F)(F)F)C(F)(F)F N-[1-[3-(triazol-1-yl)pyrazin-2-yl]ethyl]-6,8-bis(trifluoromethyl)quinazolin-4-amine